(3,3-dimethylpiperazin-1-yl)-9-fluoro-2-{8-fluoro-2-methylimidazo[1,2-a]pyridin-6-yl}-4H-pyrido[1,2-a][1,3,5]triazin-4-one CC1(CN(CCN1)C1=CC=C(C=2N1C(N=C(N2)C=2C=C(C=1N(C2)C=C(N1)C)F)=O)F)C